2-(3-cyano-4,5,5-trimethyl-furan-2(5H)-ylidene)malononitrile C(#N)C=1C(OC(C1C)(C)C)=C(C#N)C#N